methyl 5-bromo-2-(2-(tert-butoxy)-2-oxoethoxy)benzoate BrC=1C=CC(=C(C(=O)OC)C1)OCC(=O)OC(C)(C)C